5-bromo-7-(difluoromethoxy)-1,4-dimethyl-1H-benzotriazole BrC1=C(C2=C(N(N=N2)C)C(=C1)OC(F)F)C